CN(C1(CCC1)CNC1=NC(=NC2=C(C(=CC=C12)C1=CC(=CC2=CC=C(C(=C12)C#C)F)O)F)OC[C@]12CCCN2C[C@@H](C1)F)C 4-(4-(((1-(dimethylamino)cyclobutyl)methyl)amino)-8-fluoro-2-(((2R,7aS)-2-fluorotetrahydro-1H-pyrrolizin-7a(5H)-yl)methoxy)quinazolin-7-yl)-5-ethynyl-6-fluoronaphthalen-2-ol